CC1(C[C@@H]2N(C3=C(OC2)N=CC(=C3)NC3=NC=C(C=C3)C3=CC=C(C=C3)N3C(CCC3)=O)C1=O)C (S)-8,8-dimethyl-2-((5-(4-(2-oxopyrrolidin-1-yl)phenyl)-pyridin-2-yl)amino)-6,6a,7,8-tetrahydro-9H-pyrido[2,3-b]-pyrrolo[1,2-d][1,4]-oxazin-9-one